(1s,4s)-4-hydroxycyclohexanecarboxylic acid C1CC(CCC1C(=O)O)O